2-(4-chlorophenoxy)-6H,7H,8H,9H,10H-cyclohepta[b]quinoline-11-amine hydrochloride Cl.ClC1=CC=C(OC=2C=C3C(=C4C(=NC3=CC2)CCCCC4)N)C=C1